FC1(CCN(CC1)C1=NC(=CC=2N1N=CN2)NC(C2=C(C=C(C=C2)NS(=O)(=O)C)N2CCC1(CC1)CC2)=O)F N-(5-(4,4-difluoropiperidin-1-yl)-[1,2,4]triazolo[1,5-c]pyrimidin-7-yl)-4-(methylsulfonamido)-2-(6-azaspiro[2.5]octan-6-yl)benzamide